C(CCC)C1=CC=C(C=C1)C1(SCCCS1)\C=C\C=C\C1=CC=C(C=C1)OC 2-(4-butylphenyl)-2-((1E,3E)-4-(4-methoxyphenyl)buta-1,3-dien-1-yl)-1,3-dithiane